6-methyl-3,4-dihydro-2H-1,4-benzoxazine CC=1C=CC2=C(NCCO2)C1